4-hydroxy-2,8-dimethyl-6-[(morpholin-4-yl)methyl]-7H,8H-pyrido[2,3-d]Pyrimidin-7-one OC=1C2=C(N=C(N1)C)N(C(C(=C2)CN2CCOCC2)=O)C